CN([C@@H]1CN(CC1)[C@@H]1CNCC1)C (3S,3'S)-N,N-Dimethyl-[1,3'-bipyrrolidin]-3-amine